OC1CC(C1)C(C)=O 1-(3-hydroxycyclobutyl)ethanone